OC1=C(C=CC=C1)C1=CC2=C(N=N1)NC1=C2[C@H](N(CC1)C1CCN(CC1)C1CCN(CC1)C1CC2(CN(C2)C(=O)OC(C)(C)C)C1)C (R)-tert-butyl 6-(4-(3-(2-hydroxyphenyl)-5-methyl-7,8-dihydro-5H-pyrido[3',4':4,5]pyrrolo[2,3-c]pyridazin-6(9H)-yl)-[1,4'-bipiperidin]-1'-yl)-2-azaspiro[3.3]heptane-2-carboxylate